(Z)-3-(2-bromophenyl)-3-hydroxyacrylate BrC1=C(C=CC=C1)/C(=C/C(=O)[O-])/O